C(CCC)OP(OCCCC)OCCCC tributylphosphite